C(C)(=O)N1CCC(CC1)N1N=CC(=C1C(=O)NC1=C(C=C(C=C1C)C#CC1=CC=CC=C1)F)Cl 1-(1-acetylpiperidin-4-yl)-4-chloro-N-(2-fluoro-6-methyl-4-(phenylethynyl)phenyl)-1H-pyrazole-5-carboxamide